O1CC(C1)OC1=NC=CC(=C1)C1=CC=C2C(=N1)N1C(=N2)CC[C@@H]1C1=CC=CC=C1 (R)-2-(2-(oxetan-3-yloxy)pyridin-4-yl)-8-phenyl-7,8-dihydro-6H-pyrrolo[2',1':2,3]imidazo[4,5-b]pyridine